ClC=1N=C(C2=CC=C(C=C2C1)OC)N1CCC(CC1)C(F)(F)F 3-chloro-6-methoxy-1-(4-(trifluoromethyl)piperidin-1-yl)isoquinoline